4-[[2-(5-fluoro-2-hydroxy-phenyl)acetyl]amino]-N-(1-methylcyclobutyl)pyridine-2-carboxamide FC=1C=CC(=C(C1)CC(=O)NC1=CC(=NC=C1)C(=O)NC1(CCC1)C)O